C(C)(C)(C)OC(=O)N[C@H](C(=O)N1[C@@H](CC(C1)(C)C)C(=O)NN(C(OC(C)(C)C)=O)C[C@H]1C(NCC1)=O)[C@H](CC)C tert-butyl N-[[(2S)-1-[(2S,3S)-2-(tert-butoxycarbonylamino)-3-methyl-pentanoyl]-4,4-dimethyl-pyrrolidine-2-carbonyl]amino]-N-[[(3S)-2-oxopyrrolidin-3-yl]methyl]carbamate